tert-butyl (4aS,8aR)-4-(6-chloro-5-methyl-pyridazin-3-yl)-3,4a,5,7,8,8a-hexahydro-2H-pyrido[4,3-b][1,4]oxazine-6-carboxylate ClC1=C(C=C(N=N1)N1[C@@H]2[C@H](OCC1)CCN(C2)C(=O)OC(C)(C)C)C